benzyl ((2S,3R)-2-(((benzyloxy)carbonyl)amino)-3-methylpent-4-en-1-yl)((S)-but-3-en-2-yl)carbamate C(C1=CC=CC=C1)OC(=O)N[C@H](CN(C(OCC1=CC=CC=C1)=O)[C@@H](C)C=C)[C@@H](C=C)C